2-[5-[2-[[3-fluoro-5-(1,1,2,2,3,3,3-heptafluoropropyl)-2-pyridyl]carbamoyl]-4-nitro-phenyl]sulfanyltetrazol-1-yl]ethyl 3-(dimethylamino)propanoate CN(CCC(=O)OCCN1N=NN=C1SC1=C(C=C(C=C1)[N+](=O)[O-])C(NC1=NC=C(C=C1F)C(C(C(F)(F)F)(F)F)(F)F)=O)C